C1(CC1)C1=CC(=NO1)C(=O)NN 5-cyclopropyl-isoxazole-3-carboxylic acid hydrazide